C1(CC1)CON=C1C2=CC=CC=C2C(C=2[NH+](CN(C21)C)C)=O (E)- or (Z)-4-(Cyclopropylmethoxyimino)-1,3-dimethyl-9-oxo-4,9-dihydro-1H-naphtho[2,3-d]imidazolium